3-((6-(1-cyanoethoxy)-4-(2-((2,6-dimethylpyrimidin-4-yl)amino)pyrazolo[1,5-a]pyridin-5-yl)pyridin-3-yl)oxy)-2,2-dimethylpropanenitrile C(#N)C(C)OC1=CC(=C(C=N1)OCC(C#N)(C)C)C1=CC=2N(C=C1)N=C(C2)NC2=NC(=NC(=C2)C)C